3,3'-((5-fluoropyrimidine-2,4-diyl)bis(azanediyl))diphenol FC=1C(=NC(=NC1)NC=1C=C(C=CC1)O)NC=1C=C(C=CC1)O